3-octyl mercaptopropionate SC(C(=O)OC(CC)CCCCC)C